6-(1-methyl-1H-pyrazol-4-yl)-3-(piperidin-4-yl)pyrazolo[1,5-a]pyridine CN1N=CC(=C1)C=1C=CC=2N(C1)N=CC2C2CCNCC2